FC1(C(C(C(C1(C(F)(F)F)F)(F)F)(F)F)(F)F)F Nonafluoro(trifluoromethyl)cyclopentane